C(C1=CC=CC=C1)N1C[C@@H](C(CC1)(F)F)CO |r| rac-(1-benzyl-4,4-difluoropiperidin-3-yl)methanol